O=C1NC(CCC1C1=NN(C2=C(C=CC=C12)NC(CN1CCCC1)=O)C)=O [2-[[3-(2,6-dioxo-3-piperidyl)-1-methyl-indazol-7-yl]amino]-2-oxo-ethyl]pyrrolidin